[Fe].C1(=CC=CC=C1)[B-](C1=C(C(=C(C(=C1F)F)F)F)F)(C1=C(C(=C(C(=C1F)F)F)F)F)C1=C(C(=C(C(=C1F)F)F)F)F.OC1=CC=C(C=C1)C[SH+]CC1=C(C=CC=C1)C 4-hydroxyphenylmethyl-(2-methylbenzyl)sulfonium phenyltris(pentafluorophenyl)borate iron